CC(CCC)NC(=O)N 1,3-Dimethylpropylurea